4-cyclopentyl-6-(1H-pyrazol-5-yl)thieno[3,2-d]Pyrimidine-2,4-diamine C1(CCCC1)C1(C2=C(N=C(N1)N)C=C(S2)C2=CC=NN2)N